CS(=O)(=O)C=1C=C(C[C@H](N)C(=O)O)C=CC1 3-(methanesulfonyl)-L-phenylalanine